C(C)(C)(C)OC(=O)N(CCCC(=O)OC(CCCCCCC)CCCCCCC)CCCC(=O)OC(CCCCCCC)CCCCCCC 1-heptyloctyl 4-[tert-butoxycarbonyl-[4-(1-heptyloctoxy)-4-oxo-butyl]amino]butanoate